4-(tert-butyl)-2-(piperazin-1-yl)thiazole hydrochloride Cl.C(C)(C)(C)C=1N=C(SC1)N1CCNCC1